N-(3-fluoro-1-methyl-5-methyl-4-piperidyl)-6-[3-(5-fluoro-2-methoxy-4-morpholinocarbonylphenylamino)-1-propynyl]-1-(2,2,2-trifluoroethyl)-1H-benzo[d]imidazole-4-carboxamide FC1CN(CC(C1NC(=O)C1=CC(=CC=2N(C=NC21)CC(F)(F)F)C#CCNC2=C(C=C(C(=C2)F)C(=O)N2CCOCC2)OC)C)C